(2S)-1-(3-(3-morpholino-6a,7,9,10-tetrahydropyrazino[1,2-d]pyrido[3,2-b][1,4]oxazin-8(6H)-yl)-3-oxopropoxy)propan O1CCN(CC1)C1=CC=2OCC3N(C2N=C1)CCN(C3)C(CCOCCC)=O